C(C)(=O)C=1C(=NC(=CC1)N1C=NC2=C1C=C(C=C2)NC=2N=NC(=CC2)C)N2CC(N(CC2)CC(F)(F)F)=O 4-[3-acetyl-6-[6-[(6-methylpyridazin-3-yl)amino]benzimidazol-1-yl]-2-pyridyl]-1-(2,2,2-trifluoroethyl)piperazin-2-one